CC1=C(C2=C(C(=N1)NC)CN(C2)C(C[C@H]2[C@@H](C2)C2=CC=C(C=C2)F)=O)C 1-[6,7-dimethyl-4-(methylamino)-1,3-dihydro-2H-pyrrolo[3,4-c]pyridin-2-yl]-2-[trans-2-(4-fluorophenyl)cyclopropyl]ethanone